N-(2,3-dihydroxypropyl)-4-(5-methyl-2-((1-methyl-1H-pyrazol-4-yl)amino)pyrimidin-4-yl)benzamide OC(CNC(C1=CC=C(C=C1)C1=NC(=NC=C1C)NC=1C=NN(C1)C)=O)CO